BrC1=C(C=C(N=N1)C(=O)OC)C methyl 6-bromo-5-methyl-pyridazine-3-carboxylate